5-(3-(6-((4-(2-(2,6-Dioxopiperidin-3-yl)-1-oxoisoindolin-4-yl)but-3-yn-1-yl)carbamoyl)pyridin-3-yl)isoquinolin-8-yl)-7-isopropyl-N-methyl-1H-indole-3-carboxamide O=C1NC(CCC1N1C(C2=CC=CC(=C2C1)C#CCCNC(=O)C1=CC=C(C=N1)C=1N=CC2=C(C=CC=C2C1)C=1C=C2C(=CNC2=C(C1)C(C)C)C(=O)NC)=O)=O